O=C1N(CC2=CC(=CC=C12)O[C@H]1[C@@H](CCCC1)OC1=CC=CC=C1)C1C(NC(CC1)=O)=O 3-(1-oxo-5-(((1r,2r)-2-phenoxycyclohexyl)oxy)isoindolin-2-yl)piperidine-2,6-dione